N-methylmorpholinium acetate C(C)(=O)[O-].C[NH+]1CCOCC1